CN(P(OC[C@H]1O[C@H](C[C@@H]1O[Si](C)(C)C(C)(C)C)N1C2=NC(=NC(=C2N=C1)O[C@@H](CC#N)C)NC(C(C)C)=O)(=O)Cl)C ((2R,3S,5R)-3-((tert-butyldimethylsilyl)oxy)-5-(6-(((R)-1-cyanopropan-2-yl)oxy)-2-isobutyramido-9H-purin-9-yl)tetrahydrofuran-2-yl)methyl dimethylphosphoramidochloridate